BrC=1C=C(C=C(C1)CN1N=C2C(=C1C1=C(C=CC=C1)F)CN(C2)C)O 3-bromo-5-((3-(2-fluorophenyl)-5-methyl-5,6-dihydropyrrolo[3,4-c]pyrazole-2(4H)-yl)Methyl)phenol